COC1=C(C=CC(=C1)C(F)(F)F)C(C#C[Si](C)(C)C)=O 1-[2-methoxy-4-(trifluoromethyl)phenyl]-3-trimethylsilylprop-2-yn-1-one